NC=1SC=C2C1C(N(C2=O)[C@H](CS(=O)(=O)C)C2=CC(=C(C=C2)OC)OCC)=O (S)-1-Amino-5-(1-(3-ethoxy-4-methoxyphenyl)-2-(methylsulfonyl)ethyl)-4H-thieno[3,4-c]pyrrole-4,6(5H)-dione